NC1=NC=CC(=C1Cl)OC1=C(C=C(C=C1)NC1=NC=CC=C1C(=O)NC1=C(C=CC=C1)OC1CCN(CC1)C)F 2-[(4-[(2-amino-3-chloropyridin-4-yl)oxy]-3-fluorophenyl)amino]-N-(2-[(1-methylpiperidin-4-yl)oxy]phenyl)pyridine-3-carboxamide